ClC=1C=CC2=C(C[C@](O2)(C(=O)O)C)C1 (S)-5-chloro-2-methyl-2,3-dihydrobenzofuran-2-carboxylic acid